FC(F)SC=1C=C(OC2=CC(=C(C=C2C)C(N(C)CC)=N)C)C=CC1 (4-{3-[(difluoromethyl)sulfanyl]phenoxy}-2,5-dimethylphenyl)-N-ethyl-N-methylimidoformamide